CC1=C(N=C(O1)C1=CC=C(C=C1)N1C(=NC=C1)C)CN1CCC2(CC1)C=CC1=CC=CC=C12 5-methyl-2-(4-(2-methyl-1H-imidazol-1-yl)phenyl)-4-(spiro[indene-1,4'-piperidin]-1'-ylmethyl)oxazole